C(C)(C)(C)C1=CC2=C(OP(OC3=C2C=C(C=C3C(C)(C)C)C(C)(C)C)OCC(CC3=CC(=C(C(=C3)C)O)C(C)(C)C)(C)C)C(=C1)C(C)(C)C 2,4,8,10-tetra-tert-butyl-6-[2,2-dimethyl-3-(3-tert-butyl-4-hydroxy-5-methylbenzeneYl)propoxy]-dibenzo[d,f][1,3,2]dioxaphosphepin